NCCCOC1=C(C2=C(CCO2)C=C1)C1=CC(=NN1)NC=1N=CC(=NC1)C#N 5-({5-[6-(3-Aminopropoxy)-2,3-dihydro-1-benzofuran-7-yl]-1H-pyrazol-3-yl}amino)pyrazine-2-carbonitrile